((1s,3s)-3-Hydroxy-3-methylcyclobutyl)(6-(4-methyl-3-(trifluoromethoxy)phenyl)-2-azaspiro[3.3]heptan-2-yl)methanon OC1(CC(C1)C(=O)N1CC2(C1)CC(C2)C2=CC(=C(C=C2)C)OC(F)(F)F)C